COC(C1=C(N=CC(=C1)OC1CC1)Br)=O 2-bromo-5-cyclopropyloxynicotinic acid methyl ester